3-(3,5-dichloro-thiophenyl)-9-phenyl-9h-carbazole ClC1=C(SC(=C1)Cl)C=1C=CC=2N(C3=CC=CC=C3C2C1)C1=CC=CC=C1